[Na+].CC1=NOC=C1NC([O-])=O 3-methylisoxazol-4-ylcarbamate sodium salt